ClC1=NC=CC(=N1)NS(=O)(=O)C1=CC=CC=C1 N-(2-chloro-4-pyrimidinyl)-1-benzenesulfonamide